NaphthaleneSulphonate C1(=CC=CC2=CC=CC=C12)S(=O)(=O)[O-]